4-amino-1-t-butoxycarbonyl-piperidine NC1CCN(CC1)C(=O)OC(C)(C)C